[Si](C)(C)(C(C)(C)C)OC1CC2(C(N(C3=C2C=NC(=C3)Cl)CC(=O)OC(C)(C)C)=O)C1 tert-butyl 2-((1r,3r)-3-((tert-butyldimethylsilyl)oxy)-6'-chloro-2'-oxospiro[cyclobutane-1,3'-pyrrolo[3,2-c]pyridin]-1'(2'H)-yl)acetate